NC1=CC(=C2CN(C(C2=C1)=O)CC(C#N)=C)C=1C=C2C(=NNC2=CC1)CC 2-{[6-amino-4-(3-ethyl-1H-indazol-5-yl)-1-oxo-2,3-dihydro-1H-isoindol-2-yl]methyl}prop-2-enenitrile